CO[Si](OC)(OC)CCCCCCNCCN N-[3-(trimethoxysilylpropyl)propyl]ethylenediamine